N-(6-Fluoro-1-oxo-1,2-dihydroisoquinolin-7-yl)-5-[(3R)-3-hydroxypyrrolidin-1-yl]thiophene-2-sulfonamide FC=1C=C2C=CNC(C2=CC1NS(=O)(=O)C=1SC(=CC1)N1C[C@@H](CC1)O)=O